1,2-di-gamma-linolenyloxy-N,N-dimethylaminopropane C(CCCC\C=C/C\C=C/C\C=C/CCCCC)OC(C(C)OCCCCC\C=C/C\C=C/C\C=C/CCCCC)N(C)C